(1-Pyridin-3-yl-azetidin-3-yl)-acetic acid N1=CC(=CC=C1)N1CC(C1)CC(=O)O